(6R)-6-[4-[3-(1,4-dimethylpyrazol-3-yl)-2-pyridyl]piperazin-1-yl]-2-azaspiro-[3.4]octane-2-carboxylate CN1N=C(C(=C1)C)C=1C(=NC=CC1)N1CCN(CC1)[C@H]1CC2(CN(C2)C(=O)[O-])CC1